2,3,4,5-tetrahydro-1H-benzo[d][1,2]diazepine C1NNCCC2=C1C=CC=C2